(4s,5r)-methyl-5-(2-chlorobenzyl)-2,2-dimethyl-1,3-dioxolane-4-carboxylate COC(=O)[C@H]1OC(O[C@@H]1CC1=C(C=CC=C1)Cl)(C)C